6-acetyl-8-cyclopentyl-2-[[5-[4-(2,2-dimethoxyethyl)-1-piperidinyl]-2-pyridinyl]amino]-5-methylpyrido[2,3-d]pyrimidin-7-one C(C)(=O)C1=C(C2=C(N=C(N=C2)NC2=NC=C(C=C2)N2CCC(CC2)CC(OC)OC)N(C1=O)C1CCCC1)C